6-methyl-1-(1-phenoxyethyl)isoquinolin-5-amine CC1=C(C=2C=CN=C(C2C=C1)C(C)OC1=CC=CC=C1)N